alpha-aminopentanedioate NC(C(=O)[O-])CCC(=O)[O-]